FC(C1=NN=C(S1)C1=NC=C2N1C=C(C=C2N2CC(N[C@@H](C2)CO)(C)C)S(=O)(=O)NC2(CC2)C)F |o1:20| (S or R)-3-(5-(difluoromethyl)-1,3,4-thiadiazol-2-yl)-8-(5-(hydroxymethyl)-3,3-dimethylpiperazin-1-yl)-N-(1-methylcyclopropyl)imidazo[1,5-a]pyridine-6-sulfonamide